3-fluoro-2-formyl-4-methyl-5-[4-(1H-pyrazol-1-yl)benzyl]benzoic acid FC=1C(=C(C(=O)O)C=C(C1C)CC1=CC=C(C=C1)N1N=CC=C1)C=O